N1CCC2=CC=CC=C12 1,2-dihydro-3H-indole